[C-]#N.C(C)[N+]1=CC=C(C=C1)CC 1,4-diethylpyridinium cyanide